ClC=1C=NN(C1C1=NN2C(N(C(CC2)=O)CC2=CC=C(C=C2)C=2N(C=C(N2)[N+](=O)[O-])C(C)C)=C1)C(C)C 2-(4-chloro-1-isopropyl-1H-pyrazol-5-yl)-4-(4-(1-isopropyl-4-nitro-1H-imidazol-2-yl)benzyl)-6,7-dihydropyrazolo[1,5-a]pyrimidin-5(4H)-one